rel-(R)-N-Methyl-1-(6-(pyrimidin-4-yl)-1,3,4,5-tetrahydrobenzo[c]oxepin-1-yl)methanamine hydrochloride salt Cl.CNC[C@@H]1OCCCC2=C1C=CC=C2C2=NC=NC=C2 |o1:4|